ClC1=C(C=CC=C1OCCCN1CC(CC1)O)C=1C=C(NC2=NOC3=C2C=CC=C3)C=CC1 3-(3-(2-chloro-3-(3-(3-hydroxypyrrolidin-1-yl)propoxy)phenyl)anilino)benzisoxazole